Dimethyl (Z)-8-((6-((tert-butoxycarbonyl)amino)hexyl)carbamoyl)-11,12-dihydrodibenzo[c,g][1,2]diazocine-2,3-dicarboxylate C(C)(C)(C)OC(=O)NCCCCCCNC(=O)C1=CC\2=C(CCC3=C(\N=N2)C=C(C(=C3)C(=O)OC)C(=O)OC)C=C1